1,6-diazaspiro[3.5]nonane-1-carboxylate N1(CCC12CNCCC2)C(=O)[O-]